Benzyl ((S)-1-(((S,E)-4-(Oxazol-2-yl)-1-phenylbut-3-en-2-yl)-amino)-1-oxo-3-phenylpropan-2-yl)carbamate O1C(=NC=C1)/C=C/[C@H](CC1=CC=CC=C1)NC([C@H](CC1=CC=CC=C1)NC(OCC1=CC=CC=C1)=O)=O